OCCC1CN(CCN1)C(=O)OC(C)(C)C tert-butyl 3-(2-hydroxyethyl)piperazin-1-formate